C1(=CC=CC=C1)OC(C)COC(C)CO di-propylene glycol phenyl ether